C(CCCCCCCCCCCCCCCCCCC)(=O)N Arachidamide